CC(CC)CCCC(CCCCCC)C 3,7-DIMETHYL-TRIDECANE